FC(C1(CC1)C#C)F 1-(difluoromethyl)-1-ethynylcyclopropane